C(CCC)O butyl alcohol